C(C)(C)N(CCCCC(CCCCCCCCO[Si](C(C)(C)C)(C)C)(CCCCCCCCO[Si](C(C)(C)C)(C)C)O)C(C)C 13-(4-(diisopropylamino)butyl)-2,2,3,3,23,23,24,24-octamethyl-4,22-dioxa-3,23-disilapentacosan-13-ol